(E)-benzo[d][1,3]dioxol O1COC2=C1C=CC=C2